CC1=C(C(=CC(=C1)B1OC(C(O1)(C)C)(C)C)C)N1CC2(COC2)C1 6-(2,6-dimethyl-4-(4,4,5,5-tetramethyl-1,3,2-dioxaborolan-2-yl)phenyl)-2-oxa-6-azaspiro[3.3]heptane